3-cyano-4-(1-methyl-2-oxo-1,2-dihydropyridin-4-yl)pyrrolidine-1-carboxylate C(#N)C1CN(CC1C1=CC(N(C=C1)C)=O)C(=O)[O-]